FC(OC1=CC=C(C=N1)S(=O)(=O)N1N=C2C(=C1)CN(C2)C([C@H](CO)C2=C(C=CC=C2)F)=O)F (2S)-1-(2-{[6-(difluoromethoxy)pyridin-3-yl]sulfonyl}-2H,4H,5H,6H-pyrrolo[3,4-c]pyrazol-5-yl)-2-(2-fluorophenyl)-3-hydroxypropan-1-one